CC1NCC(C(C1)NC1=CC=C(C=C1)C(F)(F)F)C (+/-)-2,5-dimethyl-N-(4-(trifluoromethyl)phenyl)piperidin-4-amine